FC=1C=CC(=C(C1)C1=NC(=NO1)[C@@H]1CC12CCN(CC2)S(=O)(=O)N)OC(F)(F)F (1R)-1-{5-[5-fluoro-2-(trifluoromethoxy)phenyl]-1,2,4-oxadiazol-3-yl}-6-azaspiro[2.5]octane-6-sulfonamide